(S)-2-(4-(2-Methylpiperazin-1-yl)-5-(pyridin-2-yl)-5H-pyrrolo[3,2-d]pyrimidin-7-yl)isonicotinonitrile C[C@@H]1N(CCNC1)C=1C2=C(N=CN1)C(=CN2C2=NC=CC=C2)C=2C=C(C#N)C=CN2